[Ti].[Mg].[Al].FC1=CC=C(C[C@@H]2N(CCCCC2)C2=CC(=CC(N2)=O)N2CCOCC2)C=C1 (R)-6-(2-(4-fluorobenzyl)azepan-1-yl)-4-morpholinopyridin-2(1H)-one Aluminum-Magnesium-Titanium